C(C)OC(=O)C1=C(N=CN1)C1=CC=C(C=C1)C(NC1=NC=CC(=C1)C(F)(F)F)=O 4-(4-((4-(trifluoro-methyl)pyridin-2-yl)carbamoyl)phenyl)-1H-imidazole-5-carboxylic acid ethyl ester